bromopyrocatechol BrC1=C(C(O)=CC=C1)O